N1=C(C=NC=C1)N1N=C(N=C1N)NC1=CC=C(C=C1)OCCN1CCCC1 1-(pyrazin-2-yl)-N3-(4-(2-(pyrrolidin-1-yl)ethoxy)phenyl)-1H-1,2,4-triazole-3,5-diamine